ClC1=C(C=CC=C1OC)C(=O)N1C[C@H]2CO[C@@H](CN2CC1)C1=C(N=C(S1)C)C |o1:13,16| (2-Chloro-3-methoxyphenyl)-[rel-(3S,9aS)-3-(2,4-dimethylthiazol-5-yl)-3,4,6,7,9,9a-hexahydro-1H-pyrazino[2,1-c][1,4]oxazin-8-yl]methanon